N-(2-Chloro-3-methoxyphenyl)-6-(piperidin-4-yl)imidazo[1,2-a]pyridine-3-carboxamide ClC1=C(C=CC=C1OC)NC(=O)C1=CN=C2N1C=C(C=C2)C2CCNCC2